2-[(3R,5R)-3,5-dimethylpiperazin-1-yl]-1,3-benzothiazole-6-carbonitrile C[C@@H]1CN(C[C@H](N1)C)C=1SC2=C(N1)C=CC(=C2)C#N